methyl 3-((4-fluorophenyl)ethynyl)-4-(((1-methyl-1H-pyrazol-3-yl)methyl)sulfonyl)benzoate FC1=CC=C(C=C1)C#CC=1C=C(C(=O)OC)C=CC1S(=O)(=O)CC1=NN(C=C1)C